C1(CC1)OC=1C(=NC=CC1)C1=NSC(=N1)NC1=NC=CC=C1N(C)C N2-(3-(3-cycloprop-oxypyridin-2-yl)-1,2,4-thiadiazol-5-yl)-N3,N3-dimethyl-pyridine-2,3-diamine